O1C(=NC=2C3=C(SC4=C(C12)C=CC=C4)C=CC=C3)C=O 1-oxa-8-thia-3-aza-dibenzo[e,h]azulene-2-carbaldehyde